CC1=CC=CC(=N1)C1=C(C=NN1)C=1C=C2C(=CC=NC2=CC1)C(=O)OCCN1CCCCC1 2-(1-piperidyl)ethyl 6-[5-(6-methyl-2-pyridyl)-1H-pyrazol-4-yl]quinoline-4-carboxylate